2-((acetoxy)methoxy)ethanol acetate C(C)(=O)OCCOCOC(C)=O